N1N=CC2=C(C=CC=C12)CN1N=CC2=C(C1=O)N(C=1C=NN(C(C12)=O)CC=1C=NC(=CC1)C)C 7-((1H-indazol-4-yl)methyl)-5-methyl-2-((6-methylpyridin-3-yl)methyl)-5,7-dihydro-1H-pyrrolo[2,3-d:4,5-d']dipyridazine-1,6(2H)-dione